(4-(6-morpholinyl-1H-pyrrolo[2,3-b]pyridin-3-yl)-5-(trifluoromethyl)pyrimidin-2-yl)octahydrocyclopenta[c]pyrrol-4-amine, formate salt C(=O)O.N1(CCOCC1)C1=CC=C2C(=N1)NC=C2C2=NC(=NC=C2C(F)(F)F)C2NCC1C2CCC1N